3-(2-((4-(4-(tert-butyl)phenyl)-1H-indazol-3-yl)amino)ethyl)benzoic acid C(C)(C)(C)C1=CC=C(C=C1)C1=C2C(=NNC2=CC=C1)NCCC=1C=C(C(=O)O)C=CC1